C1(=CC=CC=C1)C(C(C)N1N=CC(=C1)C=1C2=C(N=CN1)NC=C2)=O 1-phenyl-2-[4-(7H-pyrrolo-[2,3-d]pyrimidin-4-yl)-1H-pyrazol-1-yl]propan-1-one